CC12[C@@H](C[C@H](CC1)C2(C)C)CC(=O)O.C(C)(=O)OC2C1(CCC(C2)C1(C)C)C BORNYL ACETATE ((2S,4S)-1,7,7-trimethylbicyclo[2.2.1]-heptan-2-yl acetate)